ClC1=C(C=C(C=C1)F)[C@H](CC)N1N=CC=C1C (1S,2S)-1-(2-chloro-5-fluorophenyl)-1-(5-methyl-1H-pyrazol-1-yl)propan